1-(4-(4-(2-methoxyethoxy)phenyl)piperazin-1-yl)ethan-1-one COCCOC1=CC=C(C=C1)N1CCN(CC1)C(C)=O